3,4-dichlorophenyl 3-deoxy-3-[4-(5-fluoro-thiazol-2-yl)-1H-1,2,3-triazol-1-yl]-1-thio-alpha-D-galactopyranoside FC1=CN=C(S1)C=1N=NN(C1)[C@@H]1[C@H]([C@@H](SC2=CC(=C(C=C2)Cl)Cl)O[C@@H]([C@@H]1O)CO)O